5-phenyl-2-(p-tolyl)-3,6-dihydro-2H-1,3,4,2-oxadiazaborinine C1(=CC=CC=C1)C1=NNB(OC1)C1=CC=C(C=C1)C